5-fluoro-2-isopropoxynicotinamide FC=1C=NC(=C(C(=O)N)C1)OC(C)C